1-Spiro[2.3]hex-5-yl-3-{1-[6-(2,2,2-trifluoro-ethoxy)-pyrimidin-4-yl]-ethyl}-urea C1CC12CC(C2)NC(=O)NC(C)C2=NC=NC(=C2)OCC(F)(F)F